(1R,5S,6r)-3-azabicyclo[3.1.0]hexane-6-carboxylic acid ethyl ester C(C)OC(=O)C1[C@H]2CNC[C@@H]12